1-(4-(6-((4-(4-Methyl-2-(methylthio)thiazol-5-yl)pyrimidin-2-yl)amino)pyridin-3-yl)piperazin-1-yl)ethan-1-one CC=1N=C(SC1C1=NC(=NC=C1)NC1=CC=C(C=N1)N1CCN(CC1)C(C)=O)SC